FC(OC1=CC=C(C=C1)N1N=C(N=C1)N1CCC(CC1)NC(OC(C)(C)C)=O)(F)F tert-butyl (1-(1-(4-(trifluoromethoxy)phenyl)-1H-1,2,4-triazol-3-yl)piperidin-4-yl)carbamate